Cl.C1(CC1)CN1N=C(C=C1)C=1C(=NOC1C)C1[C@H]2CNC[C@@H]12 (1R,5S,6r)-6-{4-[1-(cyclopropylmethyl)-1H-pyrazol-3-yl]-5-methyl-1,2-oxazol-3-yl}-3-azabicyclo[3.1.0]hexane hydrochloride